C(CCCCCCCCCCCCCCCCCCCCC)(=O)[O-].C(C)N(CC)CCC[NH-] diethylaminopropyl-amide behenate